CC/C=C\\C[C@@H](/C=C/C=C\\C=C\\[C@H](C/C=C\\C/C=C\\CCC(=O)O)O)O The molecule is a dihydroxydocosahexaenoic acid that is (4Z,7Z,11E,13Z,15E,19Z)-docosahexaenoic acid in which the two hydroxy substituents are located at positions 10 and 17 (the 10S,17S-stereoisomer). A natural isomer of protectin D1, one of the specialised proresolving mediators. It has a role as an anti-inflammatory agent and a human xenobiotic metabolite. It is a dihydroxydocosahexaenoic acid and a secondary allylic alcohol.